N-[(1S)-1-(dicyclopropylmethyl)-2-[[1-[1-(5-fluoro-2-oxo-1H-pyridin-3-yl)-2-methoxy-ethyl]pyrazol-4-yl]amino]-2-oxo-ethyl]-4-methyl-1,2,5-oxadiazole-3-carboxamide C1(CC1)C([C@@H](C(=O)NC=1C=NN(C1)C(COC)C=1C(NC=C(C1)F)=O)NC(=O)C1=NON=C1C)C1CC1